2-bromo-4-[(1R)-1-(2,4-dichlorophenyl)ethoxy]-5-methylpyridine BrC1=NC=C(C(=C1)O[C@H](C)C1=C(C=C(C=C1)Cl)Cl)C